S(N)(=O)(=O)NS(=O)(=O)N sulfamoyl-sulfamide